(tricyclohexylphosphine) iridium hexafluorophosphate F[P-](F)(F)(F)(F)F.[Ir+3].C1(CCCCC1)P(C1CCCCC1)C1CCCCC1.F[P-](F)(F)(F)(F)F.F[P-](F)(F)(F)(F)F